FC(F)(F)CC(=O)O.FC(F)(F)OC(C)=O.FC(N1N=C(C=C1)C(=O)N)F 1-(difluoromethyl)-1H-pyrazole-3-carboxamide trifluoromethyl-acetate (trifluoromethylacetate)